C(CCCCC)(=O)OC(C)OOC(C)(C)C tertiary butylperoxy-2-ethyl hexanoate